2-[2-[2-[2-(2-benzyloxyethoxy)ethoxy]ethoxy]ethoxy]ethanol C(C1=CC=CC=C1)OCCOCCOCCOCCOCCO